14-pentadecynic acid C(CCCCCCCCCCCCC#C)(=O)O